FC1=C(OCC#N)C=CC(=C1F)C1=CN=C2N1C=CN=C2NC2=CC(=C(C=C2)C(=O)N2CCC(CC2)C(=O)N2[C@H](CNCC2)CO)C 2-[2,3-difluoro-4-[8-[4-[4-[(2R)-2-(hydroxymethyl)piperazine-1-carbonyl]piperidine-1-carbonyl]-3-methylanilino]imidazo[1,2-a]pyrazin-3-yl]phenoxy]acetonitrile